3-(chloromethyl)-4-methyl-2-(2,2,2-trifluoroethyl)pyridine ClCC=1C(=NC=CC1C)CC(F)(F)F